BrC1=C(C=C2N=CC=3N(C(N4C(COC1=C2C34)C3CC3)=O)C)F 7-bromo-10-cyclopropyl-6-fluoro-2-methyl-9,10-dihydro-8-oxa-2,4,10a-triazanaphtho[2,1,8-cde]Azulene-1(2H)-one